OC[C@@]12CCC[C@H]1[C@@H]1C=CC3=CC(C=C[C@]3(C)[C@H]1CC2)=O (20S)-hydroxy-androstane-1,4,6-trien-3-one